ClC=1C=NN(C1C1=NN2C(N(C(CC2)=O)CC2=CC(=C(C=C2)C2=NC=NN3C2=CC=C3)Cl)=C1)C(C)C 2-(4-chloro-1-isopropyl-1H-pyrazol-5-yl)-4-(3-chloro-4-(pyrrolo[2,1-f][1,2,4]triazin-4-yl)benzyl)-6,7-dihydropyrazolo[1,5-a]pyrimidin-5(4H)-one